COC=1C=C2CCN3C(C2=CC1C=1N=NN(N1)C)=C(C=C3C(=O)O)C=3SC=NN3 8-methoxy-9-(2-methyl-2H-tetrazol-5-yl)-1-(1,3,4-thiadiazol-2-yl)-5,6-dihydropyrrolo[2,1-a]isoquinoline-3-carboxylic acid